C(C1=CC=CC=C1)S(=O)(=O)NC(C1=CC=C(C=C1)N1CCNCC1)=O N-benzylsulfonyl-4-piperazine-1-ylbenzamide